CC(C[C@@H](B1O[C@@]2([C@H](O1)C[C@H]1C([C@@H]2C1)(C)C)C)NC(=O)C1CC(=NO1)C1=NC2=CC=CC=C2C=C1)C N-((R)-3-methyl-1-((3aS,4S,6S,7aR)-3a,5,5-trimethylhexahydro-4,6-methanobenzo[d][1,3,2]dioxaborol-2-yl)butyl)-3-(quinolin-2-yl)-4,5-dihydroisoxazol-5-carboxamide